1,3-dichloro-5-[2,2-dichloro-3-(diethoxymethyl)cyclopropyl]Benzene ClC1=CC(=CC(=C1)C1C(C1C(OCC)OCC)(Cl)Cl)Cl